C(#N)C1=CC=2N(N=C1)C(=CC2)C2=CC(=C(C=N2)C2=NN=C(S2)C2CCC(CC2)NC(C)=O)N[C@@H]2C[C@@H](CCC2)O N-((1S,4r)-4-(5-(6-(3-cyanopyrrolo[1,2-b]pyridazin-7-yl)-4-(((1S,3R)-3-hydroxycyclohexyl)amino)pyridin-3-yl)-1,3,4-thiadiazol-2-yl)cyclohexyl)acetamide